trans-N-[2-chloro-8-{4-(trifluoromethyl)phenoxy}-5,6,7,8-tetrahydroquinolin-5-yl]acrylamide ClC1=NC=2[C@H](CC[C@@H](C2C=C1)NC(C=C)=O)OC1=CC=C(C=C1)C(F)(F)F